(2R)-2-{[(tert-butoxy)carbonyl]amino}-3-methoxypropionic acid C(C)(C)(C)OC(=O)N[C@@H](C(=O)O)COC